NC(C(=O)O)(CCCCB(O)O)CCN(C)CCN(C)C 2-amino-6-borono-2-(2-((2-(dimethylamino)ethyl)(methyl)amino)ethyl)hexanoic acid